NC=1C=C2C(=C(C(=CC2=CC1S(=O)(=O)[O-])S(=O)(=O)[O-])N=NC1=CC=C(C2=CC=C(C=C12)S(=O)(=O)[O-])N=NC1=CC=C(C=C1)S(=O)(=O)[O-])O.[Na+].[Na+].[Na+].[Na+].N1(CCCC1)CC=1C=C(C(=O)N)C=CC1 3-(pyrrolidinylmethyl)benzamide tetrasodium 6-amino-4-hydroxy-3-[[7-sulfonato-4-[(4-sulfonatophenyl)azo]-1-naphthyl]azo]naphthalene-2,7-disulfonate